1-(2-{[(2R,7aS)-2-fluoro-hexahydro-1H-pyrrolizin-7a-yl]methoxy}-6-chloro-4-{3,8-diazabicyclo[3.2.1]octan-3-yl}-8-fluoroquinazolin-7-yl)-8-fluoroisoquinolin-3-amine F[C@@H]1C[C@@]2(CCCN2C1)COC1=NC2=C(C(=C(C=C2C(=N1)N1CC2CCC(C1)N2)Cl)C2=NC(=CC1=CC=CC(=C21)F)N)F